FC1=C(C=CC(=N1)C(=O)NC)N1CCN(CC1)CC1=CC=C2C(NC(NC2=C1F)=O)=O 6-fluoro-5-(4-((8-fluoro-2,4-dioxo-1,2,3,4-tetrahydroquinazolin-7-yl)methyl)piperazin-1-yl)-N-methylpicolinamide